ClC1=CC=C(C(=N1)C(=O)NS(=O)(=O)C)N[C@H](C)C=1C=C(C=C2C(N(C(=NC12)N1CCC(CC1)C1=CC=NN1C(F)F)C)=O)C (R)-6-chloro-3-((1-(2-(4-(1-(difluoromethyl)-1H-pyrazol-5-yl)piperidin-1-yl)-3,6-dimethyl-4-oxo-3,4-dihydroquinazolin-8-yl)ethyl)amino)-N-(methylsulfonyl)picolinamide